sodium molybdenum salt [Mo].[Na]